N-(4-((6-(4-morpholinylphenyl)-7H-pyrrolo[2,3-d]pyrimidin-4-yl)oxy)pyridin-2-yl)acrylamide N1(CCOCC1)C1=CC=C(C=C1)C1=CC2=C(N=CN=C2OC2=CC(=NC=C2)NC(C=C)=O)N1